5-(1-(3-fluoro-5-formyl-4-hydroxybenzoyl)piperidin-4-yl)-2-(pyrrolidin-1-yl)nicotinonitrile FC=1C=C(C(=O)N2CCC(CC2)C=2C=NC(=C(C#N)C2)N2CCCC2)C=C(C1O)C=O